Cl.C12C(=NCC2C1)N 3-azabicyclo[3.1.0]hex-2-en-2-amine hydrochloride